C(C)(=O)SC[C@@]1([C@H](N(C[C@H]1OS(=O)(=O)CCl)C(=O)OC(C)(C)C)C(=O)OC)CCCB1OC(C(O1)(C)C)(C)C (2S,3R,4S)-1-tert-butyl 2-methyl 3-((acetyl thio)methyl)-4-(((chloromethyl)sulfonyl)oxy)-3-(3-(4,4,5,5-tetramethyl-1,3,2-dioxaborolan-2-yl)propyl)pyrrolidine-1,2-dicarboxylate